(1-(difluoromethyl)-2-oxabicyclo[2.1.1]hexane-4-yl)methanol FC(C12OCC(C1)(C2)CO)F